O[C@@H]1[C@@]2(C[C@@H]2[C@H]([C@@H]1O)N1C2=NC(=NC(=C2N=C1)NC1C(C1)C=1C=C(C=CC1)C)C#CC1=CC=CC=C1)C(=O)NC (1S,2R,3S,4R,5S)-2,3-dihydroxy-N-methyl-4-(2-(phenylethynyl)-6-((2-(m-tolyl)cyclopropyl)amino)-9H-purin-9-yl)bicyclo[3.1.0]hexane-1-carboxamide